N(=O)N1CCC(CC1)CN1S(CCC1)(=O)=O 2-((1-nitrosopiperidin-4-yl)methyl)isothiazolidine 1,1-dioxide